3-(PROPAN-2-YL)-3H-IMIDAZO[4,5-C]PYRIDIN CC(C)N1C=NC2=C1C=NC=C2